C(C)CC(CC(=O)[O-])=O.C(C)CC(CC(=O)[O-])=O.O(CCC)CC(CC(=O)[O-])=O.[Ti+3] titanium propoxylacetoacetate bis(ethylacetoacetate)